The molecule is an S-acyl-4'-phosphopantetheine obtained by formal condensation of the thiol group of D-pantetheine 4'-phosphate with the carboxy group of dodecanoic acid. It has a role as a mouse metabolite. It derives from a dodecanoic acid. It is a conjugate acid of a S-dodecanoyl-4'-phosphopantetheine(2-). CCCCCCCCCCCC(=O)SCCNC(=O)CCNC(=O)[C@@H](C(C)(C)COP(=O)(O)O)O